4-(4-((1r,5S)-3,8-diazabicyclo[3.2.1]oct-3-yl)-8-fluoro-2-(((S,E)-4-(fluoromethylene)-1,3-dimethylpiperidin-3-yl)methoxy)pyrido[4,3-d]pyrimidin-7-yl)-5-ethynyl-6-fluoronaphthalen-2-ol [C@H]12CN(C[C@H](CC1)N2)C=2C1=C(N=C(N2)OC[C@@]/2(CN(CC\C2=C/F)C)C)C(=C(N=C1)C1=CC(=CC2=CC=C(C(=C12)C#C)F)O)F